N-(4-(dibenzo[b,d]furan-4-yl)phenyl)-3'-methyl-[1,1'-biphenyl]-4-amine C1=CC=C(C=2OC3=C(C21)C=CC=C3)C3=CC=C(C=C3)NC3=CC=C(C=C3)C3=CC(=CC=C3)C